(R)-N-((2R,3R,4R,5S,6S)-6-((7H-purin-6-yl)amino)-4,5-dihydroxy-2-(hydroxymethyl)tetrahydro-2H-pyran-3-yl)pyrrolidine-2-carboxamide N1=CN=C2N=CNC2=C1N[C@@H]1[C@H]([C@@H]([C@H]([C@@H](O1)CO)NC(=O)[C@@H]1NCCC1)O)O